1,2-bis(4-methoxyphenoxyphenoxy)ethane COC1=CC=C(OC2=C(OCCOC3=C(C=CC=C3)OC3=CC=C(C=C3)OC)C=CC=C2)C=C1